C1(CC1)N1C(C=2N(CC1O)C1=C(C2C2=CC=C(C=C2)C)N=CC=C1)=O 8-cyclopropyl-7-hydroxy-10-(4-methylphenyl)-7,8-dihydropyrido[2',3':4,5]pyrrolo[1,2-a]pyrazin-9(6H)-one